C(#N)C1=CC=C(CNC(=O)C2=NN(C=3C(N(CCC32)CC3(CC3)S(=O)(=O)[C@H]3COCC3)=O)C)C=C1 (R)-N-(4-Cyanobenzyl)-1-methyl-7-oxo-6-((1-((tetrahydrofuran-3-yl)sulfonyl)cyclopropyl)methyl)-4,5,6,7-tetrahydro-1H-pyrazolo[3,4-c]pyridine-3-carboxamide